C(C)(C)(C)C=1C=C(C=2NC3=C(C=C(C=C3C2C1)C(C)(C)C)P(C1=CC=CC=C1)C1=CC=CC=C1)P(C1=CC=CC=C1)C1=CC=CC=C1 3,6-di-tert-butyl-1,8-bis(diphenylphosphino)-9H-carbazole